7-bromo-5-fluoro-1H-indole BrC=1C=C(C=C2C=CNC12)F